FC=1C(=CC(=C(C1)N1C(C=CC2=CC(=CC=C12)S(=O)(=O)NC1=NOC=C1)=O)OC)[C@@H]1C[C@H](C1)C(F)(F)F Trans-(P)-1-(5-fluoro-2-methoxy-4-(3-(trifluoromethyl)cyclobutyl)phenyl)-N-(isoxazol-3-yl)-2-oxo-1,2-dihydroquinoline-6-sulfonamide